FC(CSSCC1=CC=C(C=C1)C1N=C(OC1)C1=C(C=CC=C1F)F)F 4-(4-(((2,2-Difluoroethyl)disulfaneyl)methyl)phenyl)-2-(2,6-difluorophenyl)-4,5-dihydrooxazole